5-(2-Chloro-3-fluoro-phenyl)-3-(2-methylsulfanyl-ethyl)-2,4-dioxo-3,4-dihydro-2H-pyrimidin ClC1=C(C=CC=C1F)C=1C(N(C(NC1)=O)CCSC)=O